FN1N=CC2=CC(=CC=C12)C(F)(F)F fluoro-5-(trifluoromethyl)-1H-indazol